BrC1=C(C=C2CCCC(C2=C1)=O)OC 7-bromo-6-methoxy-tetralin-1-one